3-(4-Benzyloxy-6-methoxy-1,3-dioxo-1,3-dihydro-isoindol-2-yl)-2,6-dioxo-piperidine-1-carboxylic Acid Tert-Butyl Ester C(C)(C)(C)OC(=O)N1C(C(CCC1=O)N1C(C2=CC(=CC(=C2C1=O)OCC1=CC=CC=C1)OC)=O)=O